(1R,2S,5S)-3-(2-((tert-butoxycarbonyl)amino)-3-ethoxy-3-methylbutanoyl)-6,6-dimethyl-3-azabicyclo[3.1.0]hexane-2-carboxylic acid C(C)(C)(C)OC(=O)NC(C(=O)N1[C@@H]([C@H]2C([C@H]2C1)(C)C)C(=O)O)C(C)(C)OCC